BrC=1C=CC2=C(N(C(O2)=O)CS(=O)(=O)C)C1 5-bromo-3-((methylsulfonyl)methyl)benzo[d]oxazol-2(3H)-one